2-{6-[(Azetidin-3-yl)(methyl)amino][1,3]thiazolo[4,5-c]pyridazin-3-yl}-5-(1H-pyrazol-4-yl)phenol N1CC(C1)N(C=1SC2=C(N=NC(=C2)C2=C(C=C(C=C2)C=2C=NNC2)O)N1)C